(R)-3-(tert-Butyloxycarbonyl)-9-fluoro-1,2,3,4,4a,5-hexahydrobenzo[b]pyrazino[1,2-d][1,4]oxazine-8-carboxylic acid C(C)(C)(C)OC(=O)N1C[C@H]2N(C3=C(OC2)C=C(C(=C3)F)C(=O)O)CC1